O/N=C(\C1=CC=C(C=C1)C)/NC1=CC=CC=C1 (E)-N'-hydroxy-4-methyl-N-phenylbenzimidamide